(1S,3S,4S)-4-(1-(6-fluoro-3-(((1r,4S)-4-isopropoxycyclohexyl)methyl)-2-methyl-1H-indole-1-carbonyl)-4-(4-fluorophenyl)piperidine-4-carboxamido)-3-methylcyclohexane-1-carboxylic acid FC1=CC=C2C(=C(N(C2=C1)C(=O)N1CCC(CC1)(C(=O)N[C@@H]1[C@H](C[C@H](CC1)C(=O)O)C)C1=CC=C(C=C1)F)C)CC1CCC(CC1)OC(C)C